C(C)(C)(C)OC(=O)N[C@@H](CCC(=O)OC)C(SCCNC(CCNC(=O)[C@@H]1OC(OCC1(C)C)(C)C)=O)=O methyl (4S)-4-[(tert-butoxycarbonyl)amino]-5-oxo-5-[[2-(3-[[(4R)-2,2,5,5-tetramethyl-1,3-dioxan-4-yl]formamido]propanamido)ethyl]sulfanyl]pentanoate